(R)-5-(3-(3-oxo-3-(4-(5-(trifluoromethyl)pyrimidin-2-yl)piperazin-1-yl)propoxy)pyrrolidine-1-yl)-3-(trifluoromethyl)pyridin-2(1H)-one O=C(CCO[C@H]1CN(CC1)C=1C=C(C(NC1)=O)C(F)(F)F)N1CCN(CC1)C1=NC=C(C=N1)C(F)(F)F